P(=O)(OC1(C(C=CC=C1)C)C)(OC1(C(C=CC=C1)C)C)OC1(C(C=CC=C1)C)C trisxylenyl phosphate